(4R)-4-(tert-butoxymethyl)-1-{5-[(2,6-dichlorophenyl)methoxy]pyridin-2-yl}imidazolidin-2-one C(C)(C)(C)OC[C@@H]1NC(N(C1)C1=NC=C(C=C1)OCC1=C(C=CC=C1Cl)Cl)=O